ClC=1C=C(C=CC1OCC=1N=CN(C1)C(C)C)NC=1C2=C(N=CN1)NC=C2C2CCN(CC2)C(C=C)=O 1-(4-(4-((3-chloro-4-((1-isopropyl-1H-imidazol-4-yl)methoxy)phenyl)amino)-7H-pyrrolo[2,3-d]pyrimidin-5-yl)piperidin-1-yl)prop-2-en-1-one